C(C=CC1=CC=CC=C1)(=O)O[C@]1(C(C(=C2C=C(N(C=C2C1=O)C1=CC=C(C=C1)C1=CC2=CC=CC=C2C=C1)\C=C\C(=C\[C@H](CC)C)\C)Cl)=O)C (R)-5-chloro-3-((S,1E,3E)-3,5-dimethylhepta-1,3-dien-1-yl)-7-methyl-2-(4-(naphthalen-2-yl)phenyl)-6,8-dioxo-2,6,7,8-tetrahydroisoquinolin-7-yl cinnamate